O[C@H](C(CO)NC(=O)N1C2=CC=C(C=C2SC=2C=C(C=CC12)N(C)C)N(C)C)C1=CC=C(C=C1)[N+](=O)[O-] N-((1S)-1,3-dihydroxy-1-(4-nitrophenyl)propan-2-yl)-3,7-bis(dimethyl-amino)-10H-phenothiazine-10-carboxamide